C(#N)[C@H]1N(CSC1)C(CNC(=O)C1=CC=NC2=CC=C(C=C12)C1(CCOCC1)C)=O (R)-N-(2-(4-cyanothiazolidin-3-yl)-2-oxoethyl)-6-(4-methyltetrahydro-2H-pyran-4-yl)-quinoline-4-carboxamide